((1r,3r)-3-(5,7-difluoro-2-(4-fluorophenyl)-1H-indol-3-yl)cyclobutyl)methylamine FC=1C=C2C(=C(NC2=C(C1)F)C1=CC=C(C=C1)F)C1CC(C1)CN